OC1=C(C=C(C=C1[N+](=O)[O-])C(C)=O)OC 1-(4-hydroxy-3-methoxy-5-nitrophenyl)ethanone